4-[2-(2,6-dioxopiperidin-3-yl)-1-oxo-1,2-dihydrophthalazin-6-yl]piperazine O=C1NC(CCC1N1C(C2=CC=C(C=C2C=N1)N1CCNCC1)=O)=O